methyl-N-(tert-butoxycarbonyl)-S-(5-isopropyl-3,8-dimethyl-azulen-1-yl)-D-cystein CN([C@H](CSC1=CC(=C2C=C(C=CC(=C12)C)C(C)C)C)C(=O)O)C(=O)OC(C)(C)C